S1(=O)(=O)OOOOS(O1)(=O)=O.[Li] lithium peroxy disulfate